OC1=CC=C2C(C(COC2=C1)C1=CC=CC=C1)C1=CC=C(C=C1)N1CCC(CC1)N(C)CC=1C=C(C=CC1)N1C(NC(CC1)=O)=O 1-(3-(((1-(4-(7-hydroxy-3-phenylchroman-4-yl)phenyl)piperidin-4-yl)(methyl)amino)methyl)phenyl)dihydropyrimidine-2,4(1H,3H)-dione